COC1=C(C=CC(=C1)/C=C/C(=O)O[C@H]2[C@@H]([C@H]([C@@H]([C@H](O2)CO)O)O)O)O The molecule is a beta-D-glucoside resulting from the formal condensation of the carboxy group of ferulic acid with the anomeric hydroxy group of beta-D-glucose. It has a role as an antioxidant and a plant metabolite. It is a beta-D-glucoside, a cinnamate ester, a member of phenols and an aromatic ether. It derives from a ferulic acid.